O1C=C(C=C1)C1=C(C=C2C(=N1)N=C(O2)N2CCOCC2)NC(=O)C=2N=C(OC2)C2=CC(=NC=C2)C N-(5-(furan-3-yl)-2-morpholinyloxazolo[4,5-b]pyridin-6-yl)-2-(2-methylpyridin-4-yl)oxazole-4-carboxamide